pyrrolo[2,3-b]quinolin-4-one N1=CC=C2C1=NC1=CC=CC=C1C2=O